C(C)(C)(C)C1=CC(=C(C=C1Cl)C1=CC(C(=C(N1)C)C1=CN=CN1C)=O)C 6-(4-(tert-butyl)-5-chloro-2-methylphenyl)-2-methyl-3-(1-methyl-1H-imidazol-5-yl)pyridin-4(1H)-one